ClC1=NC=C2C=C(N=C(C2=C1)N1CCC(CC1)(C)OC)C1=C(C(=CC(=C1Cl)OC)OC)Cl 7-chloro-3-(2,6-dichloro-3,5-dimethoxyphenyl)-1-(4-methoxy-4-methylpiperidin-1-yl)-2,6-naphthyridine